C1(=CC=CC=C1)S(=O)(=O)N1N=C(C2=C(C=CC=C12)Br)N1CCOCC1 1-(benzenesulfonyl)-4-bromo-3-(morpholin-4-yl)indazole